1-(2-(benzofuran-5-ylamino)-5-methylpyrimidin-4-yl)-N-(1-(3-chlorophenyl)-2-hydroxyethyl)-1H-imidazole-4-carboxamide O1C=CC2=C1C=CC(=C2)NC2=NC=C(C(=N2)N2C=NC(=C2)C(=O)NC(CO)C2=CC(=CC=C2)Cl)C